1-((2,3-dihydrobenzofuran-5-yl)sulfonyl)-4-(7-methyl-[1,2,4]triazolo[1,5-a]pyridin-6-yl)piperidin-4-ol O1CCC2=C1C=CC(=C2)S(=O)(=O)N2CCC(CC2)(O)C=2C(=CC=1N(C2)N=CN1)C